N-(2-hydroxy-5-(1-oxo-6-(5-(trifluoromethyl)quinolin-8-yl)-3,4-dihydroisoquinolin-2(1H)-yl)phenyl)methanesulfonamide OC1=C(C=C(C=C1)N1C(C2=CC=C(C=C2CC1)C=1C=CC(=C2C=CC=NC12)C(F)(F)F)=O)NS(=O)(=O)C